CN(C(=O)[C@H]1[C@@H](C1)C=1C=CC2=C(C(=C(O2)C)C(=O)OCC)C1)C Trans-ethyl 5-(2-(dimethylcarbamoyl)cyclopropyl)-2-methylbenzofuran-3-carboxylate